N[C@H](CC1=C(C2=C(N=C(N=C2NCC=2OC=CC2)Cl)N1)F)C(C)C 6-[(2R)-2-amino-3-methylbutyl]-2-chloro-5-fluoro-N-[(furan-2-yl)methyl]-7H-pyrrolo[2,3-d]pyrimidin-4-amine